3-([[3-amino-6-(2-hydroxyphenyl)pyridazin-4-yl]amino]methyl)bicyclo[1.1.1]pentane-1-carbonitrile NC=1N=NC(=CC1NCC12CC(C1)(C2)C#N)C2=C(C=CC=C2)O